OC=1C=C(C=CC1O)C1(C2(N(CC1)C)C(NC1=CC=CC=C12)=O)C(C1=CC=C(C=C1)C(F)(F)F)=O (3,4-dihydroxyphenyl)-1'-methyl-3'-(4-(trifluoromethyl)benzoyl)spiro[indoline-3,2'-pyrrolidin]-2-one